[N+](=O)([O-])C1=C(OC2=CC=C(C=C2)CO)C=CC(=C1)[N+](=O)[O-] (4-(2,4-dinitrophenoxy)phenyl)methanol